N1N[C@@H](CCC1)C(=O)OC Methyl (S)-hexahydropyridazine-3-carboxylate